C(CCCCCCCCCCC)P(CO)(CO)=O dodecyldi(hydroxylmethyl)phosphine oxide